bis(triazinyl)amino-stilbene N1=NN=C(C=C1)N(C1=NN=NC=C1)C1=C(C=CC=C1)C=CC1=CC=CC=C1